(S)-ethyl 1-(oxetan-2-ylmethyl)-1H-imidazole-5-carboxylate O1[C@@H](CC1)CN1C=NC=C1C(=O)OCC